1-(6-(((1R,4r)-4-(3-chloro-4-cyanophenoxy)cyclohexyl)carbamoyl)pyridazin-3-yl)piperidine-4-carboxylic acid ClC=1C=C(OC2CCC(CC2)NC(=O)C2=CC=C(N=N2)N2CCC(CC2)C(=O)O)C=CC1C#N